C(C)OC(=O)C=1N=C(SC1)N(CC1=CC(=CC=C1)OC)CC1=CC=C(C=C1)N1C=NC=C1 2-((4-(1H-imidazol-1-yl)benzyl)(3-methoxybenzyl)amino)thiazole-4-carboxylic acid ethyl ester